6-chloro-N-[5-(2,2-difluoroethoxy)-4,6-dimethoxy-pyrimidin-2-yl]-7-(1,3,4-oxadiazol-2-yl)-1H-indole-3-sulfonamide ClC1=CC=C2C(=CNC2=C1C=1OC=NN1)S(=O)(=O)NC1=NC(=C(C(=N1)OC)OCC(F)F)OC